2,3-dihydroxy-6-nitro-7-sulfamoylbenzo-[f]quinoxaline OC=1C(=NC=2C=C(C3=C(C2N1)C=CC=C3S(N)(=O)=O)[N+](=O)[O-])O